C(C1=CC=CC=C1)OC(=O)NC1(N(CCCC1)C(=O)O)CC1=NC(=CC=C1)C1=CC=CC=C1.CC(CC(=O)NCC1=CC=C(C=C1)C1=NOC(=N1)C(F)(F)F)C 3-methyl-N-[[4-[5-(trifluoromethyl)-1,2,4-oxadiazol-3-yl]phenyl]methyl]butanamide ((benzyloxy)carbonyl)amino-2-((6-phenylpyridin-2-yl)methyl)piperidine-1-carboxylate